NC1=C(SC=2N=C(N=CC21)C)C(=O)NC2CC=1C=C(C(=NC1CC2)N2CCNCC2)F 5-amino-N-[3-fluoro-2-(piperazin-1-yl)-5,6,7,8-tetrahydroquinolin-6-yl]-2-methylthieno[2,3-d]pyrimidine-6-carboxamide